alpha-ethoxysilane C(C)O[SiH3]